N5-(4-aminobenzyl)-2-(furan-2-yl)-[1,2,4]triazolo[1,5-a][1,3,5]triazine-5,7-diamine NC1=CC=C(CNC2=NC=3N(C(=N2)N)N=C(N3)C=3OC=CC3)C=C1